7-((4-(Cyclopropanecarbonyl)piperazin-1-yl)methyl)-3-ethyl-6-methylquinolin-2(1H)-one C1(CC1)C(=O)N1CCN(CC1)CC1=C(C=C2C=C(C(NC2=C1)=O)CC)C